Cl.F[C@@H]1C[C@@H](NC1)C(=O)OC Methyl (2R,4R)-4-fluoropyrrolidine-2-carboxylate hydrochloride salt